N-(4-(6-chlorobenzo[d]oxazol-2-yl)phenyl)-4-fluorobenzamide ClC1=CC2=C(N=C(O2)C2=CC=C(C=C2)NC(C2=CC=C(C=C2)F)=O)C=C1